methyl-hexamethyl-trisiloxane C[SiH](O[Si](C)(C)C)O[Si](C)(C)C